C(C)(C)(C)C1(CC(=CC(=C1O)C(C)(C)C)C1=CC=CC=C1)C 2,6-di-tert-butyl-p-phenylcresol